C(C1=CC=CC=C1)SC1=CN=NN1CC 5-(benzylthio)-1-ethyl-1H-1,2,3-triazole